4-((2-((8-(((1,1,1,3,3,3-Hexafluoropropan-2-yl)oxy)carbonyl)-1,8-diazaspiro[4.5]decan-1-yl)methyl)-5-(trifluoromethyl)phenyl)amino)butanoic acid FC(C(C(F)(F)F)OC(=O)N1CCC2(CCCN2CC2=C(C=C(C=C2)C(F)(F)F)NCCCC(=O)O)CC1)(F)F